tert-butyl((1r,4r)-4-((tert-butoxycarbonyl)amino)cyclohexyl)(2-(4-chloro-3-fluoro-5-(4,4,5,5-tetramethyl-1,3,2-dioxaborolan-2-yl)phenyl)-2-phenylethyl)carbamate C(C)(C)(C)OC(N(CC(C1=CC=CC=C1)C1=CC(=C(C(=C1)B1OC(C(O1)(C)C)(C)C)Cl)F)C1CCC(CC1)NC(=O)OC(C)(C)C)=O